ClC1=C2C(=CC=3C4=CC=CC=C4NC13)C=CC=C2 6-chloro-5H-benzo[b]carbazole